C(C=C)OC(=O)NC=1C(=CC(=C(OCCCC(=O)OC)C1)OCOCC[Si](C)(C)C)C(=O)N1[C@@H](CCCC1)CO methyl (S)-4-(5-(((allyloxy)carbonyl)amino)-4-(2-(hydroxymethyl)piperidine-1-carbonyl)-2-((2-(trimethylsilyl)ethoxy)methoxy)phenoxy)butanoate